tert-butyl-(S)-4-(7-(8-chloronaphthalen-1-yl)-2,8-difluoroquinazolin-4-yl)-2-(cyanomethyl)piperazine C(C)(C)(C)N1[C@H](CN(CC1)C1=NC(=NC2=C(C(=CC=C12)C1=CC=CC2=CC=CC(=C12)Cl)F)F)CC#N